COC1=CC(=C(C#N)C=C1OCCCN1CCOCC1)[N+](=O)[O-] 4-methoxy-5-(3-morpholinopropoxy)-2-nitrobenzonitrile